[Pd](Cl)Cl.C(C1=CC=CC=C1)#N.C(C1=CC=CC=C1)#N Dibenzonitrile palladium dichloride